ClC1=C(C=C(C(=C1)O)Cl)B(O)O (2,5-dichloro-4-hydroxyphenyl)boronic acid